4-vinyloxybutan-1-ol C(=C)OCCCCO